COC=1C=C2C(=[N+](C1)[O-])C=CS2 6-methoxythieno[3,2-b]pyridine 4-oxide